OC1(CC(C1)NC1=NN2C(C=N1)=C(C=C2)C=2C=CC=1N(C2)C(=CN1)C(=O)N1CCCC1)C (6-(2-((cis-3-hydroxy-3-methylcyclobutyl)amino)pyrrolo[2,1-f][1,2,4]triazin-5-yl)imidazo[1,2-a]pyridin-3-yl)(pyrrolidin-1-yl)methanone